C(#N)C=1C=NC(=NC1)N1CCC(CC1)CC(=O)N 1-(5-cyanopyrimidin-2-yl)piperidine-4-Acetamide